FC=1C=C2C(=NC1)SC=C2NC(C2=C(C=C(C=C2)NS(=O)(=O)CCO)N2CCC1(CC1)CC2)=O N-(5-fluorothieno[2,3-b]pyridin-3-yl)-4-((2-hydroxyethyl)sulphonylamino)-2-(6-azaspiro[2.5]oct-6-yl)benzamide